4-Chloro-6-((1S,2S)-2-fluorocyclopropane-1-carboxamido)-N-(methyl-d3)nicotinamide ClC1=CC(=NC=C1C(=O)NC([2H])([2H])[2H])NC(=O)[C@H]1[C@H](C1)F